4-(7-(4-(2-(2-aminopyridin-3-yl)-5-phenyl-3H-imidazo[4,5-b]pyridin-3-yl)benzyl)-2,7-diazaspiro[4.4]nonan-2-yl)pyrimidine-2-carbonitrile NC1=NC=CC=C1C1=NC=2C(=NC(=CC2)C2=CC=CC=C2)N1C1=CC=C(CN2CC3(CCN(C3)C3=NC(=NC=C3)C#N)CC2)C=C1